CN1CCN(CC1)CC(=O)N(C)C1=CC=C(NC(C2=CC=CC=C2)=COC(=O)C=2C=CC3=CC(N=C3C2)=O)C=C1 3-Z-[1-(4-(N-((4-methylpiperazin-1-yl)-methylcarbonyl)-N-methyl-amino)-anilino)-1-phenyl-methylene]-6-methoxycarbonyl-2-indolone